C(C)(C)(C)OC(=O)N1OCC[C@H]1C1=CC(=CC(=C1)F)F.Cl.FC=1C=C(C=C(C1)F)[C@H]1NOCC1 (3S)-3-(3,5-difluorophenyl)isoxazolidine HCl salt Tert-butyl-(3S)-3-(3,5-difluorophenyl)isoxazolidine-2-carboxylate